3-ethoxy-4-methoxy-alpha-[(methylsulfonyl)methyl]-benzylamine C(C)OC=1C=C(C(CS(=O)(=O)C)N)C=CC1OC